C(C)(C)(C)OC(NC=1C(=NC=C(C1)C1=CC=2C3=C(C=NC2C=C1)N(C(N3C3CCC(CC3)O)=O)C)C=3C=NN(C3)C)=O (5-(1-((1s,4s)-4-hydroxycyclohexyl)-3-methyl-2-oxo-2,3-dihydro-1H-imidazo[4,5-c]quinolin-8-yl)-2-(1-methyl-1H-pyrazol-4-yl)pyridin-3-yl)carbamic acid tert-butyl ester